FC1=CC(=C(C=C1)[C@@H]([C@H](C)OC([C@H](C)NC(=O)C1=NC=CC(=C1OC(C)=O)OC)=O)C(C)C)C.CN1CCN(CC1)CCN(C)C N-methyl-N'-(dimethylaminoethyl)piperazine [(1S,2S)-2-(4-fluoro-2-methyl-phenyl)-1,3-dimethyl-butyl](2S)-2-[(3-acetoxy-4-methoxy-pyridine-2-carbonyl)amino]propanoate